C1(CC1)N1C(C2=C(CC1)N(N(C2=O)C2=CC(=CC=C2)F)C\C(=C\F)\CN2C(C1=CC=CC=C1C2=O)=O)=O (E)-5-cyclopropyl-1-(2-((1,3-dioxoisoindolin-2-yl)methyl)-3-fluoroallyl)-2-(3-fluorophenyl)-1,2,6,7-tetrahydro-3H-pyrazolo[4,3-c]pyridine-3,4(5H)-dione